(2-(2,2-dimethyl-4-oxocyclohexyl)-4-(2-fluorophenyl)pyridin-3-yl)-2-isopropylpyrimidine-5-carboxamide CC1(C(CCC(C1)=O)C1=NC=CC(=C1C1=NC(=NC=C1C(=O)N)C(C)C)C1=C(C=CC=C1)F)C